(R,E)-6-(5-cyano-1H-pyrazolo[3,4-b]pyridin-1-yl)-4-((1-cyanoethyl)amino)-N-((dimethylamino)methylene)nicotinamide C(#N)C=1C=C2C(=NC1)N(N=C2)C2=NC=C(C(=O)/N=C/N(C)C)C(=C2)N[C@H](C)C#N